4-(3-aminopropyl)thiomorpholine-1,1-dioxide NCCCN1CCS(CC1)(=O)=O